2-(3-(((4-(2-((6-(6-aminopyridazin-4-yl)-1H-indazol-4-yl)oxy)ethoxy)butyl)amino)methyl)-5-(trifluoromethoxy)phenyl)ethanol NC1=CC(=CN=N1)C1=CC(=C2C=NNC2=C1)OCCOCCCCNCC=1C=C(C=C(C1)OC(F)(F)F)CCO